NC1=NC2=C(C3=CN=CC=C13)C=C(C(=C2)F)C(=O)N(C2COC1=NC(=CC=C12)C(F)(F)F)CC1CC1 5-amino-N-(cyclopropylmethyl)-8-fluoro-N-(6-(trifluoromethyl)-2,3-dihydrofuro[2,3-b]pyridin-3-yl)benzo[c][2,6]naphthyridin-9-carboxamide